4,5-dichloro-2-(2,4-difluorophenoxy)benzamide ClC1=CC(=C(C(=O)N)C=C1Cl)OC1=C(C=C(C=C1)F)F